NC1=C(SC2=C1C=1N(C(=N2)C=2C=C3CN(C(C3=CC2)=O)C)C=CN1)C(=O)N1CCCCC1 5-(9-amino-8-(piperidine-1-carbonyl)imidazo[1,2-c]thieno[3,2-e]pyrimidin-5-yl)-2-methylisoindol-1-one